CC=1C=C(C(=NC1)C1=CC=CC=C1)C=1C=C(C=C(C1)C1=CC=CC=C1)C1=NC(=CC(=N1)C1=CC=C(C=C1)C1=CC=CC=C1)C1=CC=C(C=C1)C1=CC=CC=C1 2-[5-(5-methyl-2-phenylpyridin-3-yl)-biphenyl-3-yl]-4,6-bis(4-Biphenylyl)pyrimidine